(1S,2S)-N-(6-(5-chloro-7-(6,6-difluoro-2-azaspiro[3.3]heptan-2-yl)-6-fluoro-1H-indazol-4-yl)imidazo[1,2-a]pyrazin-2-yl)-2-fluorocyclopropane-1-carboxamide ClC=1C(=C2C=NNC2=C(C1F)N1CC2(C1)CC(C2)(F)F)C=2N=CC=1N(C2)C=C(N1)NC(=O)[C@H]1[C@H](C1)F